5-chloro-2-((2-methoxy-6-(4-morpholinopiperidin-1-yl)pyridin-3-yl)amino)pyrimidine ClC=1C=NC(=NC1)NC=1C(=NC(=CC1)N1CCC(CC1)N1CCOCC1)OC